ClC=1C=NN2C1C(=CC=C2)OC 3-chloro-4-methoxypyrazolo[1,5-a]pyridine